FC1([C@@H]([C@H](CCC1)[C@@H]1N2C(C3=CC=CC=C13)=CN=C2)O)F (1R,6R)-2,2-difluoro-6-((s)-5H-imidazo[5,1-a]isoindol-5-yl)cyclohexan-1-ol